secbutyl propanoate C(CC)(=O)OC(C)CC